C(C)(=O)OC1(CN(C1)C(=O)OCC1=CC=CC=C1)C1=CC(=C(C=C1)CO)OC benzyl 3-acetoxy-3-(4-(hydroxymethyl)-3-methoxyphenyl)-azetidine-1-carboxylate